methyl 2-(((2S)-2-((tert-butoxycarbonyl)amino)-1-cyano-3-(1H-indol-3-yl)propyl)amino)-5-(6-methoxypyridin-3-yl)benzoate C(C)(C)(C)OC(=O)N[C@H](C(C#N)NC1=C(C(=O)OC)C=C(C=C1)C=1C=NC(=CC1)OC)CC1=CNC2=CC=CC=C12